bis-(4-methylphenyl)iodonium CC1=CC=C(C=C1)[I+]C1=CC=C(C=C1)C